C1(=CC=CC=C1)N(C1=CC=C(C2=CC=C(N(C3=CC=CC4=CC=CC=C34)C3=CC=CC=C3)C=C2)C=C1)C1=CC=CC2=CC=CC=C12 diphenyl-N,N'-dinaphthylbenzidine